2,3-dimethylpentaneAt CC(C(=O)[O-])C(CC)C